[Na].P(=O)([O-])([O-])F.[Fe+2] ferrous fluorophosphate sodium